O(C1=CC=CC=C1)C1=CC=C(C=C1)NC(OCC=1C(=C2C(N(CC2=CC1)C1C(NC(CC1)=O)=O)=O)OC)=O [2-(2,6-dioxopiperidin-3-yl)-4-methoxy-3-oxo-2,3-dihydro-1H-isoindol-5-yl]methyl N-(4-phenoxyphenyl)carbamate